4-(Morpholinomethyl)-N-(3-(((7-(pyridin-4-yl)-2,3-dihydrofuro[3,2-c]pyridin-4-yl)amino)methyl)phenyl)benzamid O1CCN(CC1)CC1=CC=C(C(=O)NC2=CC(=CC=C2)CNC2=NC=C(C3=C2CCO3)C3=CC=NC=C3)C=C1